ClC1=NC=C(C=N1)NC(=O)NC(C(C)C)C=1OC2=C(C1C)C=C(C=C2F)F 1-(2-chloropyrimidin-5-yl)-3-[1-(5,7-difluoro-3-methyl-1-benzofuran-2-yl)-2-methylpropyl]urea